3-[3-(3,4-Difluoro-benzyl)-3H-imidazo[4,5-b]pyridin-2-yl]-N-[(S)-1-(4-pyrrolidin-1-yl-phenyl)-ethyl]-propionamide FC=1C=C(CN2C(=NC=3C2=NC=CC3)CCC(=O)N[C@@H](C)C3=CC=C(C=C3)N3CCCC3)C=CC1F